9-{4-[2-(trifluoromethyl)phenoxy]phenyl}-3,4,6,7,8,9-hexahydropyrido[2,1-c][1,2,4]thiadiazine 2,2-dioxide FC(C1=C(OC2=CC=C(C=C2)C2CCCN3C2=NS(CC3)(=O)=O)C=CC=C1)(F)F